CC(C[S@](=O)N[C@H](C)C=1C(=NC=CC1)C)C (S)-2-methyl-N-((R)-1-(2-methylpyridin-3-yl)ethyl)propanesulfinamide